4-[(3S)-3-amino-3-methylpyrrolidin-1-yl]-2-cyano-N-[(1S)-1-cyclopropylethyl]-2'-(trifluoromethyl)-[3,4'-bipyridine]-5-carboxamide N[C@@]1(CN(CC1)C1=C(C(=NC=C1C(=O)N[C@@H](C)C1CC1)C#N)C1=CC(=NC=C1)C(F)(F)F)C